(4R,5R)-4-(2-fluoro-5-((6-fluoro-2-pyridinyl)ethynyl)-3-pyridinyl)-5-(4-fluorophenyl)-1,3-oxazolidin-2-one FC1=NC=C(C=C1[C@H]1NC(O[C@@H]1C1=CC=C(C=C1)F)=O)C#CC1=NC(=CC=C1)F